2-T-butylaniline C(C)(C)(C)C1=C(N)C=CC=C1